C(C)OC(=O)C=1OC2=C(C1C)C(C(C(C2)C(F)(F)F)=CN(C)C)=O 5-[(Dimethylamino)methylene]-3-methyl-4-oxo-6-(trifluoromethyl)-4,5,6,7-tetrahydro-1-benzofuran-2-carboxylic acid ethyl ester